3-fluoropropyl 2-{[6-(cyclopropylmethoxy)-5-(3-methoxyazetidin-1-yl)pyrazine-2-carbonyl] amino}-2-ethylbutanoate C1(CC1)COC1=C(N=CC(=N1)C(=O)NC(C(=O)OCCCF)(CC)CC)N1CC(C1)OC